2-(6-(((1R,2S,3S,5S)-2-fluoro-1,8-dimethyl-8-azabicyclo[3.2.1]octan-3-yl)(methyl)amino)pyridazin-3-yl)-5-(1H-imidazol-1-yl)phenol F[C@@H]1[C@]2(CC[C@@H](C[C@@H]1N(C1=CC=C(N=N1)C1=C(C=C(C=C1)N1C=NC=C1)O)C)N2C)C